FC1=CC=C(OC=2C=C(C=CC2)C2(CC2)NC(OC2CN3CCC2CC3)=O)C=C1 1-azabicyclo[2.2.2]oct-3-yl {1-[3-(4-fluorophenoxy)phenyl]cyclopropyl}carbamate